CC=1N=NN(C1COC=1C=C2CCN(CC2=CN1)C(=O)C1CCOCC1)C=1C=NC(=CC1)C 6-{[4-methyl-1-(6-methylpyridin-3-yl)-1H-1,2,3-triazol-5-yl]methoxy}-2-(oxacyclohexane-4-carbonyl)-1,2,3,4-tetrahydro-2,7-naphthyridine